C1(CC1)C=1C=CC=2N(C1)C=C(N2)COC2=CC(=NC=N2)NCC2=C(C=C(C(N)=N)C=C2C)C 4-(((6-((6-cyclopropylimidazo[1,2-a]pyridin-2-yl)methoxy)pyrimidin-4-yl)amino)methyl)-3,5-dimethylbenzimidamide